1,1'-azobis-cyclohexane-1-carbonitrile N(=NC1(CCCCC1)C#N)C1(CCCCC1)C#N